NC1=NC=C(C2=C1C(=NN2[C@@H]2CN(CC2)C(C=C)=O)C#CC2=C(C(=CC(=C2F)OC)OC)F)C=2SC=C(N2)C (S)-1-(3-(4-amino-3-((2,6-difluoro-3,5-dimethoxyphenyl)ethynyl)-7-(4-methylthiazol-2-yl)-1H-pyrazolo[4,3-c]pyridin-1-yl)pyrrolidin-1-yl)prop-2-en-1-one